3-[(1R)-1-(2,6-difluorophenyl)ethoxy]-5-[(3R)-5',6'-dihydrospiro[pyrrolidine-3,4'-pyrrolo[1,2-b]pyrazol]-2'-yl]pyridin-2-amine FC1=C(C(=CC=C1)F)[C@@H](C)OC=1C(=NC=C(C1)C=1C=C2N(N1)CC[C@]21CNCC1)N